1-(quinoxalin-6-yl)ethan-1-one N1=CC=NC2=CC(=CC=C12)C(C)=O